(R)-4-(4-(3,3-difluoropropoxy)-2-fluorophenyl)-1-(4H-imidazolo[1,2-a]pyridin-7-yl)azetidin-2-one FC(CCOC1=CC(=C(C=C1)[C@H]1CC(N1C1=CC=2N(C=C1)C=CN2)=O)F)F